carbamimidoyl-carbamic acid 3-[6-(3-butoxyazetidin-1-yl)-5-fluoropyridin-3-yl]-2-fluorobenzyl ester C(CCC)OC1CN(C1)C1=C(C=C(C=N1)C=1C(=C(COC(NC(N)=N)=O)C=CC1)F)F